C1=C(C=CC=2C3=CC=CC=C3C=CC12)C1=CC=C(C=C1)NC1=CC=C(C=C1)C1=CC=CC=C1 N-[4-(2-phenanthryl)phenyl][1,1'-biphenyl]-4-amine